C(C)(C)(C)OC(=O)N1C[C@@H]([C@H](CC1)NC(C(COC1=C(C=CC=C1)Cl)(C)C)=O)C (3S,4S)-4-(3-(2-chlorophenoxy)-2,2-dimethylpropionamido)-3-methylpiperidine-1-carboxylic acid tert-butyl ester